4-hydroxy-6-methyl-L-tryptophan OC=1C=C(C=C2NC=C(C[C@H](N)C(=O)O)C12)C